3-(2-(dimethylamino)ethoxy)benzamide CN(CCOC=1C=C(C(=O)N)C=CC1)C